(1S,3S,5R)-5-(((6-ethoxy-6-oxohexyl)oxy)methyl)-2-((4-phenoxybutyryl)glycyl)-2-azabicyclo[3.1.0]hexane-3-carboxylic acid C(C)OC(CCCCCOC[C@@]12C[C@H](N([C@H]2C1)C(CNC(CCCOC1=CC=CC=C1)=O)=O)C(=O)O)=O